C1N(CCC2=CC=CC=C12)[C@H]1[C@@H](CN(CC1)C(=O)C1=NC(=NC(=C1)NC1CCN(CC1)C(C1=CC=C(C=C1)C)=O)OC)O ((3R,4R)-4-(3,4-dihydroisoquinolin-2(1H)-yl)-3-hydroxypiperidin-1-yl)(2-methoxy-6-((1-(4-methylbenzoyl)piperidin-4-yl)amino)pyrimidin-4-yl)methanone